N-(2-(5-(((3R,4S,5R)-3,4-dihydroxy-5-methoxy-6,6-dimethyltetrahydro-2H-pyran-2-yl)oxy)-3'-methyl-[1,1'-biphenyl]-2-yl)ethyl)acetamide O[C@H]1C(OC([C@@H]([C@H]1O)OC)(C)C)OC=1C=CC(=C(C1)C1=CC(=CC=C1)C)CCNC(C)=O